(E)-(2-((3-methoxy-5-(3-methoxy-4-nitrostyryl)-4-(3-methylbut-2-en-1-yl)phenoxy)methoxy)ethyl)trimethylsilane COC=1C=C(OCOCC[Si](C)(C)C)C=C(C1CC=C(C)C)\C=C\C1=CC(=C(C=C1)[N+](=O)[O-])OC